(Z)-5-((3,5-difluorobenzyl)amino)-3-(thiazol-5-ylmethylene)indolin-2-one FC=1C=C(CNC=2C=C3/C(/C(NC3=CC2)=O)=C/C2=CN=CS2)C=C(C1)F